C1=CC=C(C=C1)C2=CC=C(C=C2)NC3=CC=C(C=C3)C4=CC5=C(C=C4)N(C6=CC=CC=C65)C7=CC=CC=C7 N-(4-(9-phenyl-9H-carbazol-3-yl)phenyl)biphenyl-4-amine